1-(4-bromo-2,6-difluorophenyl)-2-(2,2-difluoropropyl)-3-methyl-1,2,3,4-tetrahydroisoquinolin-6-ol BrC1=CC(=C(C(=C1)F)C1N(C(CC2=CC(=CC=C12)O)C)CC(C)(F)F)F